ClC1=C(C=C(C=C1)C1=CN(C2=NC(=CC=C21)C(=O)N)CC2=NC=CN=C2)F 3-(4-chloro-3-fluorophenyl)-1-(pyrazin-2-ylmethyl)-1H-pyrrolo[2,3-b]pyridine-6-carboxamide